FC=1C(=C(C=CC1F)[C@H]1[C@@H](O[C@]([C@H]1C)(C(F)(F)F)C)C(=O)NC1=CC(=[N+](C=C1)[O-])C(=O)N)OC([2H])([2H])[2H] 4-[[(2R,3S,4S,5R)-3-[3,4-difluoro-2-(trideuteriomethoxy)phenyl]-4,5-dimethyl-5-(trifluoromethyl)tetrahydrofuran-2-carbonyl]amino]-1-oxido-pyridin-1-ium-2-carboxamide